BrC=1C(=CC(=C(C1)N(C(OC(C)(C)C)=O)C(=O)OC(C)(C)C)I)F tertbutyl (5-bromo-4-fluoro-2-iodophenyl)(tert-butoxycarbonyl)carbamate